(S)-1-(5-((5-chloroimidazo[1,2-a]pyridin-6-yl)thio)pyrazin-2-yl)-4'H,6'H-spiro[piperidine-4,5'-pyrrolo[1,2-b]pyrazol]-4'-amine (trifluoroacetate) FC(C(=O)O)(F)F.ClC1=C(C=CC=2N1C=CN2)SC=2N=CC(=NC2)N2CCC1([C@@H](C=3N(N=CC3)C1)N)CC2